COC=1C=C2C=C(C(OC2=CC1)=O)C=1SC=C(N1)C1=CC=C(C=C1)OC 6-Methoxy-3-[4-(4-methoxy-phenyl)thiazol-2-yl]-chromen-2-one